FC=1C(=CC(=NC1)C(F)(F)F)N1CC2(CC1)CCN(CC2)C(=O)OC(C)(C)C tert-butyl 2-(5-fluoro-2-(trifluoromethyl)pyridin-4-yl)-2,8-diazaspiro[4.5]decane-8-carboxylate